(2R)-N-((R)-(3-chloro-2,4-difluorophenyl)(5-chloro-6-cyclopropyl-pyridin-3-yl)methyl)-2-methyl-3-oxopiperazine-1-carboxamide ClC=1C(=C(C=CC1F)[C@H](NC(=O)N1[C@@H](C(NCC1)=O)C)C=1C=NC(=C(C1)Cl)C1CC1)F